C(#N)N=C(C)NC N2-cyano-N1-methylacetamidine